N1N=NC2=C1C=CC(=C2)C=2CCN(CC2)C(=O)OC(C)(C)C tert-butyl 4-(1H-benzo[d][1,2,3]triazol-5-yl)-3,6-dihydropyridine-1(2H)-carboxylate